acryloyloxy nonadecyl thiophosphate P(=S)(OOC(C=C)=O)(OCCCCCCCCCCCCCCCCCCC)[O-]